BrC=1C=C(C#N)C=C(C1CCCO)Cl 3-Bromo-5-chloro-4-(3-hydroxypropyl)benzonitrile